2-(6-{5-chloro-2-[(oxan-4-yl)amino]pyrimidin-4-yl}-1-oxo-2,3-dihydro-1H-isoindol-2-yl)-N-[(1R)-2-hydroxy-1-(3-methoxyphenyl)ethyl]acetamide ClC=1C(=NC(=NC1)NC1CCOCC1)C1=CC=C2CN(C(C2=C1)=O)CC(=O)N[C@@H](CO)C1=CC(=CC=C1)OC